Oct-2-yn-1-yl 4-methylbenzene-1-sulfonate CC1=CC=C(C=C1)S(=O)(=O)OCC#CCCCCC